N1C(=CC=CC1=O)C=1C=NC=CC1 2,3-bipyridin-6-one